C(#N)C=1C=CC(=C(C(=O)O)C1)SC(F)(F)F 5-cyano-2-(trifluoromethylthio)benzoic acid